tert-butyl 4-[7-[6-amino-4-methyl-3-(trifluoromethyl)pyridin-2-yl]-6-chloro-2-(methylamino)quinazolin-4-yl]piperazine-1-carboxylate NC1=CC(=C(C(=N1)C1=C(C=C2C(=NC(=NC2=C1)NC)N1CCN(CC1)C(=O)OC(C)(C)C)Cl)C(F)(F)F)C